trans-N1-(2-(1-(benzenesulfonyl)indolin-5-yl)cyclopropyl)cyclohexane-1,4-diamine C1(=CC=CC=C1)S(=O)(=O)N1CCC2=CC(=CC=C12)C1C(C1)N[C@@H]1CC[C@H](CC1)N